5-((4-Aminocyclohexyl)amino)-2-(tert-butyl)benzonitrile NC1CCC(CC1)NC=1C=CC(=C(C#N)C1)C(C)(C)C